N-(4-(((2-azabicyclo[2.2.1]heptan-5-yl)oxy)methyl)-3-sulfamoylphenyl)-2-(2-chlorophenyl)acetamide C12NCC(C(C1)OCC1=C(C=C(C=C1)NC(CC1=C(C=CC=C1)Cl)=O)S(N)(=O)=O)C2